C(C)[C@@H]1N(C[C@H](N(C1)C(C)C1=NC2=CC=CC=C2N=C1)CC)C=1C=2C(N(C(C1)=O)C)=CN(N2)CC#N 2-(7-((2S,5R)-2,5-diethyl-4-(1-(quinoxalin-2-yl)ethyl)piperazin-1-yl)-4-methyl-5-oxo-4,5-dihydro-2H-pyrazolo[4,3-b]pyridin-2-yl)acetonitrile